2,2-Bis(4-oxocyclohexyl)propane tert-butyl-(1R,5S)-3-[[6-[7-pyrazol-1-yl-1-(2-trimethylsilylethoxymethyl)indazol-4-yl]pyridazin-3-yl]amino]-8-azabicyclo[3.2.1]-octane-8-carboxylate C(C)(C)(C)OC(=O)N1[C@H]2CC(C[C@@H]1CC2)NC=2N=NC(=CC2)C2=C1C=NN(C1=C(C=C2)N2N=CC=C2)COCC[Si](C)(C)C.O=C2CCC(CC2)C(C)(C)C2CCC(CC2)=O